6-acetyl-8-cyclopentyl-2-[[6-[4-[[4-(hydroxymethyl)phenyl]methyl]-piperazin-1-yl]-3-pyridyl]amino]-5-methyl-pyrido[2,3-d]pyrimidin-7-one C(C)(=O)C1=C(C2=C(N=C(N=C2)NC=2C=NC(=CC2)N2CCN(CC2)CC2=CC=C(C=C2)CO)N(C1=O)C1CCCC1)C